6-chloro-5H-benzo[c][2,1]benzazaphosphinine ClP1NC2=C(C3=C1C=CC=C3)C=CC=C2